1-Naphthyl-(1-pentylindol-3-yl)methanon C1(=CC=CC2=CC=CC=C12)C(=O)C1=CN(C2=CC=CC=C12)CCCCC